CC(=CCO)C 3-methyl-2-butenyl alcohol